C(C1=CC=CC=C1)N1CCC(CC1)CC(=O)N1CCC(CC1)OS(=O)(=O)C 1-(1-benzyl-4-piperidineacetyl)-4-methanesulfonyloxypiperidine